N-(3,5-dimethoxyphenyl)-4-methyl-N-allenylbenzenesulfonamide COC=1C=C(C=C(C1)OC)N(S(=O)(=O)C1=CC=C(C=C1)C)C=C=C